CNC[C@H]1OCCC=2C=CC3=C(C12)OCCO3 (S)-N-methyl-1-(2,3,7,10-tetrahydro-8H-[1,4]dioxino[2,3-H]isochromen-10-yl)methylamine